2-(benzyloxy)-N-methoxy-N-methylacetamide C(C1=CC=CC=C1)OCC(=O)N(C)OC